C12(C(CCC(C1(C)C)C2)(C)O)O (3aR,4R,6R,7aS)-Pinanediol